(RS)-α-2-naphthoxypropionamide C1=C(C=CC2=CC=CC=C12)O[C@@H](C(=O)N)C |r|